N-(2-(2,4-Dihydroxy-5-methylbenzoyl)isoindolin-4-yl)-N-(2-(1-methylpyrrolidin-3-yl)ethyl)acrylamide OC1=C(C(=O)N2CC3=CC=CC(=C3C2)N(C(C=C)=O)CCC2CN(CC2)C)C=C(C(=C1)O)C